1-((1S,4aS,4bR,6aR,8R,11aS,11bS,13aS)-8-hydroxy-8,11a,13a-trimethyloctadecahydro-1H-cyclohepta[a]phenanthren-1-yl)ethan-1-one O[C@]1(C[C@@H]2[C@@]([C@H]3CC[C@@]4([C@H](CCC[C@H]4[C@@H]3CC2)C(C)=O)C)(CCC1)C)C